ClC1=C(C(=[N+](C=C1)[O-])C)I 4-chloro-3-iodo-2-methylpyridine 1-oxide